CCCCCCCC\C=C/CCCCCCCCCCC (Z)-9-Heneicosene